2-(6-(6-amino-5-(1H-pyrazol-4-yl)pyridin-3-yl)-2-methyl-1,2,3,4-tetrahydroIsoquinolin-8-yl)pyrrolidine-1-carboxylic acid tert-butyl ester C(C)(C)(C)OC(=O)N1C(CCC1)C=1C=C(C=C2CCN(CC12)C)C=1C=NC(=C(C1)C=1C=NNC1)N